FC1(C[C@@H]2C[C@H](C[C@]1(N2)C)N(C=2N=CC(=NC2)C=2C=C1C=CN=CC1=CC2O)C)F 6-(5-(((1R,3R,5S)-7,7-difluoro-1-methyl-8-azabicyclo[3.2.1]octan-3-yl)(methyl)amino)pyrazin-2-yl)isoquinolin-7-ol